2-(2-cyanobutan-2-yl)-4-(trifluoromethyl)benzoic acid C(#N)C(C)(CC)C1=C(C(=O)O)C=CC(=C1)C(F)(F)F